(5-fluoro-3-(pyrimidin-2-yl)pyridin-2-yl)methanone FC=1C=C(C(=NC1)C=O)C1=NC=CC=N1